phenyl(m-trifluoromethyl-phenyl)methylene(cyclopentadienyl)(octamethyloctahydrodibenzofluorenyl)zirconium dichloride [Cl-].[Cl-].C1(=CC=CC=C1)C(=[Zr+2](C1(C(C(C(C2(C3C(=C4C=5C=CC=CC5CC4=C21)C=CCC3)C)(C)C)(C)C)(C)C)C)C3C=CC=C3)C3=CC(=CC=C3)C(F)(F)F